NC=1N=C(C=C2C=C(N=CC12)NC(=O)[C@H]1[C@H](C1)F)N1[C@H](CCC1)CCO |&1:19| (±)-cis-N-[8-amino-6-[2-(2-hydroxyethyl)pyrrolidin-1-yl]-2,7-naphthyridin-3-yl]-2-fluoro-cyclopropanecarboxamide